9,10-dihydroanthracen-1-yl 5-chloro-2,4-difluorobenzenesulfonate ClC=1C(=CC(=C(C1)S(=O)(=O)OC1=CC=CC=2CC3=CC=CC=C3CC12)F)F